N=S1(CC2(CC(C2)=O)C1)=O 6-imino-2-oxo-6λ6-thiaspiro[3.3]heptane-6-oxide